iron-zinc-aluminum [Al].[Zn].[Fe]